1-(4-methylbenzyl)piperidine-4-carbonitrile CC1=CC=C(CN2CCC(CC2)C#N)C=C1